ClC=1SC(=CC1C(C(=O)NCC(=O)O)(F)F)Cl [2-(2,5-dichlorothiophen-3-yl)(difluoro)acetamido]acetic acid